1-(pyridin-2-yl)cyclopropane-1-carboxylic acid N1=C(C=CC=C1)C1(CC1)C(=O)O